C1(=CC=CC=C1)S(=O)(=O)N1C=CC2=NC=C(C=C21)B2OC(C(O2)(C)C)(C)C 1-(benzenesulfonyl)-6-(4,4,5,5-tetramethyl-1,3,2-dioxaborolan-2-yl)pyrrolo[3,2-b]pyridine